C1(CC1)C1=NC=C(C(=N1)N1C[C@]2(C(N(S([C@H]2C1)(=O)=O)C(C)C)=O)C1=CSC=C1)C#N 2-cyclopropyl-4-((3aS,6aR)-2-isopropyl-1,1-dioxido-3-oxo-3a-(thiophen-3-yl)hexahydro-5H-pyrrolo[3,4-d]isothiazol-5-yl)pyrimidine-5-carbonitrile